4-cyclopropoxy-N-(2,3,5-trifluoro-4-((6-methoxy-7-(2-(methylamino)ethoxy)quinolin-4-yl)oxy)phenyl)pyridine-3-carboxamide C1(CC1)OC1=C(C=NC=C1)C(=O)NC1=C(C(=C(C(=C1)F)OC1=CC=NC2=CC(=C(C=C12)OC)OCCNC)F)F